O=C1N(C(NN=C1C(=O)OCC)=S)C1=CC=CC=C1 ethyl 5-oxo-4-phenyl-3-thioxo-2,3,4,5-tetrahydro-1,2,4-triazine-6-carboxylate